1-(3-(((6-(piperidin-4-yl)pyridin-2-yl)oxy)methyl)phenyl)ethan-1-one N1CCC(CC1)C1=CC=CC(=N1)OCC=1C=C(C=CC1)C(C)=O